Methyl 3-chloro-1-(2,4-dichlorophenyl)-2-oxo-1,2-dihydrothieno[2,3-b]pyrazine-6-carboxylate ClC=1C(N(C2=C(N1)SC(=C2)C(=O)OC)C2=C(C=C(C=C2)Cl)Cl)=O